[N+](=O)([O-])C1=CC=C(CC2C(CCCC2)=O)C=C1 2-(4-nitrobenzyl)-1-cyclohexanone